(6R)-tetrahydrofolic acid p-toluenesulfonate CC1=CC=C(C=C1)S(=O)(=O)O.C(CC[C@@H](C(=O)O)NC(=O)C1=CC=C(NC[C@@H]2CNC=3N=C(N)NC(=O)C3N2)C=C1)(=O)O